5-[5-(1H-1,3-benzodiazol-5-yl)-1,3,4-oxadiazol-2-yl]-2-[(2,2-difluoropropyl)amino]benzonitrile N1C=NC2=C1C=CC(=C2)C2=NN=C(O2)C=2C=CC(=C(C#N)C2)NCC(C)(F)F